FC=1C=C(CC2=C3N(C=C(N2)C2=CC=CC=C2)C(C(=N3)CC3=CC(=CC=C3)OC)=O)C=CC1 8-(3-fluorobenzyl)-2-(3-methoxybenzyl)-6-phenylimidazo[1,2-a]pyrazin-3(7H)-one